FC(C1=NN(C=C1C1=NN=C(O1)SCC(=O)N1C(CNCC1)S(=O)(=O)C1=CC=C(C=C1)C)C)F 2-((5-(3-(difluoromethyl)-1-methyl-1H-pyrazol-4-yl)-1,3,4-oxadiazol-2-yl)thio)-1-((4-(methyl)phenyl)sulfonylpiperazin-1-yl)ethan-1-one